C(C)(C)(C)OC(=O)C1NC2=CC=CC=C2CC1CC(=O)O 2-(2-(tert-butoxycarbonyl)-1,2,3,4-tetrahydroquinolin-3-yl)acetic acid